copper-magnesium-aluminum-zinc [Zn].[Al].[Mg].[Cu]